1-tert-butoxycarbonyl-3-[tert-butyl(diphenyl)silyl]oxy-piperidine-4-carboxylic acid C(C)(C)(C)OC(=O)N1CC(C(CC1)C(=O)O)O[Si](C1=CC=CC=C1)(C1=CC=CC=C1)C(C)(C)C